C(CCC)OC(=O)N1CCN(CC1)C1=CC=C(C=C1)C(=O)N1CCC(CC1)CCCCO butyl-4-(4-(4-(4-hydroxybutyl)piperidine-1-carbonyl)phenyl)piperazine-1-carboxylate